C(C1=CC=CC=C1)OC(=O)N=S1(CCN(CC1)C(=O)OC(C)(C)C)=O tert-butyl 1-benzyloxy-carbonylimino-1-oxo-1,4-thiazinane-4-carboxylate